CN1CCN(CC1)CC=1N=NN(C1)C1=CC=C(C=C1)CN (4-(4-((4-methylpiperazin-1-yl)methyl)-1H-1,2,3-triazol-1-yl)phenyl)methylamine